C1(=CC=CC=2C3=CC=CC=C3NC12)C1=C(C=CC(=C1)C(C)(C)C)O 2-carbazolyl-4-tert-butylphenol